C1=CC=CC=2C3=CC=CC=C3N(C12)C1=C(C=CC=C1)C1=CC=C(C=C1)N1C2=CC=CC=C2C=2C=CC=CC12 2,4'-bis(9H-carbazol-9-yl)biphenyl